(S)-7-((5-(3-(2-(dimethylamino)-propan-2-yl)-3-hydroxypiperidin-1-yl)pyridin-2-yl)amino)-4-(7-fluoroimidazo[1,2-a]pyridin-3-yl)isoindolin-1-one CN(C(C)(C)[C@]1(CN(CCC1)C=1C=CC(=NC1)NC=1C=CC(=C2CNC(C12)=O)C1=CN=C2N1C=CC(=C2)F)O)C